C(C=C)(=O)O.O[Na] hydroxysodium acrylate